tert-butyl 4-(6-aminopyridin-3-yl)-3-methoxybenzoate NC1=CC=C(C=N1)C1=C(C=C(C(=O)OC(C)(C)C)C=C1)OC